4-[4-[3-(3-methoxy-4-methoxycarbonyl-phenoxy)cyclobutyl]-1-oxa-4,9-diazaspiro[5.5]undec-9-yl]benzoic acid COC=1C=C(OC2CC(C2)N2CCOC3(C2)CCN(CC3)C3=CC=C(C(=O)O)C=C3)C=CC1C(=O)OC